(4R)-4-[(1S,2R,9R,10R,11S,14R,15R,16R)-9,16-dihydroxy-2,15-dimethyl-5-oxotetracyclo[8.7.0.02,7.011,15]heptadec-6-en-14-yl]pentanoic acid O[C@@H]1CC2=CC(CC[C@@]2([C@H]2C[C@H]([C@@]3([C@H](CC[C@H]3[C@H]12)[C@@H](CCC(=O)O)C)C)O)C)=O